FC=1C=C(C=C(C1)C(F)(F)F)C(C1=NC=CC(=C1)N1N=CC=2C(NCCC21)=O)([2H])[2H] 1-(2-((3-fluoro-5-(trifluoromethyl)phenyl)methyl-d2)pyridin-4-yl)-1,5,6,7-tetrahydro-4H-pyrazolo[4,3-c]pyridin-4-one